cis-N1-(5-(imidazo[1,2-b]pyridazin-6-yl)pyrrolo[2,1-f][1,2,4]triazin-2-yl)-N4,N4-dimethylcyclohexane-1,4-diamine N=1C=CN2N=C(C=CC21)C=2C=CN1N=C(N=CC12)N[C@@H]1CC[C@@H](CC1)N(C)C